C(C)(C)(C)C=1C=CC2=CC=CC=C2C1 3-tert-butylnaphthalene